(1S)-6-(cyclopropylmethyl)-N-{3-[4-(7-methoxy-2-methylquinolin-6-yl)-1H-imidazol-2-yl]-9-oxoundecan-3-yl}-6-azaspiro[2.5]octane-1-carboxamide C1(CC1)CN1CCC2(C[C@@H]2C(=O)NC(CC)(CCCCCC(CC)=O)C=2NC=C(N2)C=2C=C3C=CC(=NC3=CC2OC)C)CC1